OC1CC(CCCC1)N1C(C2(C3=C1N=C(N=C3)NC=3C(=NN(C3)COCC[Si](C)(C)C)C)CC2)=O 7'-(3-hydroxycycloheptyl)-2'-((3-methyl-1-((2-(trimethylsilyl)ethoxy)methyl)-1H-pyrazol-4-yl)amino)spiro[cyclopropane-1,5'-pyrrolo[2,3-d]pyrimidin]-6'(7'H)-one